COC1=NC=C(C(=N1)OC)C=1C=C(C=2N(N1)C=CC2F)OS(=O)(=O)C(F)(F)F 2-(2,4-dimethoxypyrimidin-5-yl)-5-fluoropyrrolo[1,2-b]pyridazin-4-yl-trifluoromethanesulfonic acid